C(#N)C1=CC=C(C=C1)C1=CC=C(C=C1)OCC1(CN(CC1)C1(COC1)C1=CC=C(C=C1)OC)C(=O)O 3-(((4'-cyano-[1,1'-biphenyl]-4-yl)oxy)methyl)-1-(3-(4-methoxyphenyl)oxetan-3-yl)pyrrolidine-3-carboxylic acid